2-Hydroxypropan OC(C)C